3-(5-((2-((oxetan-3-ylmethyl)amino)cyclohexyl)oxy)-1-oxoisoindolin-2-yl)piperidine-2,6-dione O1CC(C1)CNC1C(CCCC1)OC=1C=C2CN(C(C2=CC1)=O)C1C(NC(CC1)=O)=O